5-[(2S)-2-[2-(2-benzyloxyethoxy)ethoxy]propoxy]-1H-pyrazolo[3,4-c]pyridine C(C1=CC=CC=C1)OCCOCCO[C@H](COC=1C=C2C(=CN1)NN=C2)C